2-(2,4-dimethoxypyrimidin-5-yl)-4-((1S,2R)-2-isopropylcyclopropyl)-5-Methylimidazo[1,5-b]pyridazine COC1=NC=C(C(=N1)OC)C=1C=C(C=2N(N1)C=NC2C)[C@@H]2[C@H](C2)C(C)C